2,6-dichloro-4-(3-hydroxybenzylcarbamoyl)benzoyl chloride ClC1=C(C(=O)Cl)C(=CC(=C1)C(NCC1=CC(=CC=C1)O)=O)Cl